ClC=1C=2C(=CNC2C2=C(C1)CN(S(N2)(=O)=O)CC2CCN(CC2)C(CCCCOC)=O)Cl 1-(4-((6,7-dichloro-2,2-dioxido-4,9-dihydro-[1,2,6]thiadiazino[4,3-g]indol-3(1H)-yl)methyl)piperidin-1-yl)-5-methoxypentan-1-one